ClC=1C(=C(C=CC1)CC(=O)N)C(C1=C(C=CC=C1)F)=O [3-chloro-2-(2-fluorobenzoyl)phenyl]acetamide